ClC=1C=CC2=C(C(=NO2)C(C)S(=O)(=O)N)C1 1-(5-chloro-1,2-benzoxazol-3-yl)ethane-1-sulphonamide